[IH2+].CN1CCC2=CC=C3C(=C12)C=CC=C3 N-methyl-benzindoline iodonium salt